amino-azepane-1-carboxylate NC1N(CCCCC1)C(=O)[O-]